methyl 4-chloro-1-(2-methylphenyl)-6-oxo-1,6-dihydropyridazine-3-carboxylate ClC=1C(=NN(C(C1)=O)C1=C(C=CC=C1)C)C(=O)OC